2-((4-(7-((1-((2,6-diazaspiro[3.3]heptan-2-yl)sulfonyl)piperidin-4-yl)methyl)-2,7-Diazaspiro[3.5]nonan-2-yl)pyrimidin-5-yl)oxy)-5-fluoro-N,N-diisopropylbenzamide hydrochloride Cl.C1N(CC12CNC2)S(=O)(=O)N2CCC(CC2)CN2CCC1(CN(C1)C1=NC=NC=C1OC1=C(C(=O)N(C(C)C)C(C)C)C=C(C=C1)F)CC2